CC1C(CCCC1)N=C=O methyl-2-isocyanatocyclohexane